OC(CNC=1C=C(C=CC1)C)C1=NNC(N1)=S 3-(1-hydroxy-2-m-tolylaminoethyl)-1H-1,2,4-triazole-5(4H)-thione